FC1=CC=C(C=C1)NC1=NC(=NC(=C1)NC1=CC=C(C=C1)F)S(=O)(=O)C N4,N6-bis(4-fluorophenyl)-2-(methylsulfonyl)pyrimidine-4,6-diamine